[2-[tert-Butoxycarbonyl-(methyl)amino]-7-isopropyl-4-oxo-furo[2,3-d]pyridazin-5-yl]acetic acid ethyl ester C(C)OC(CN1N=C(C2=C(C1=O)C=C(O2)N(C)C(=O)OC(C)(C)C)C(C)C)=O